4-diphenylmethyl-N-ethylamino-6-methyl-7-oxo-6,7-dihydro-1H-pyrrolo[2,3-c]pyridin-2-carboxamide C1(=CC=CC=C1)C(C=1C2=C(C(N(C1)C)=O)NC(=C2)C(=O)NNCC)C2=CC=CC=C2